3-(1-oxo-5-(((1S,2S)-2-(3-(5-(trifluoromethyl)pyrimidin-2-yl)azetidin-1-yl)cyclohexyl)oxy)isoindolin-2-yl)piperidine-2,6-dione O=C1N(CC2=CC(=CC=C12)O[C@@H]1[C@H](CCCC1)N1CC(C1)C1=NC=C(C=N1)C(F)(F)F)C1C(NC(CC1)=O)=O